FC(C1=C(C#N)C(=CC=C1)[N+](=O)[O-])F 2-(difluoromethyl)-6-nitrobenzonitrile